4-(methylsulfonylmethyl)styrene CS(=O)(=O)CC1=CC=C(C=C)C=C1